(R)-N-(2-(4-cyanothiazolidin-3-yl)-2-oxoethyl)-6-(3,5-dimethylisoxazol-4-yl)-quinoline-4-carboxamide C(#N)[C@H]1N(CSC1)C(CNC(=O)C1=CC=NC2=CC=C(C=C12)C=1C(=NOC1C)C)=O